2-((4-(2-(4-chlorophenoxy)acetyl)piperazin-1-yl)methyl)-3-(2-isopropoxy-5-(2-(4-octanoylpiperazin-1-yl)acetyl)phenyl)quinazolin-4(3H)-one ClC1=CC=C(OCC(=O)N2CCN(CC2)CC2=NC3=CC=CC=C3C(N2C2=C(C=CC(=C2)C(CN2CCN(CC2)C(CCCCCCC)=O)=O)OC(C)C)=O)C=C1